N-[[6-[(3-Pyrrol-1-ylphenyl)methoxy]-2-pyridyl]sulfonyl]-2-(2,2,4-trimethylpyrrolidin-1-yl)pyridin-3-carboxamid N1(C=CC=C1)C=1C=C(C=CC1)COC1=CC=CC(=N1)S(=O)(=O)NC(=O)C=1C(=NC=CC1)N1C(CC(C1)C)(C)C